2-phosphonoethane-1,2-dicarboxylic acid P(=O)(O)(O)C(CC(=O)O)C(=O)O